(2S,3R)-1-(2-((S)-4-(difluoromethyl)-2-oxooxazolidin-3-yl)-5,6-dihydrobenzo[f]imidazo[1,2-d][1,4]oxazepin-9-yl)-3-methylpyrrolidine-2-carboxamide FC([C@H]1N(C(OC1)=O)C=1N=C2N(CCOC3=C2C=CC(=C3)N3[C@@H]([C@@H](CC3)C)C(=O)N)C1)F